3-Boc-8-(6-(trifluoromethyl)pyridin-2-yl)-3,8-diazabicyclo[3.2.1]Octane C(=O)(OC(C)(C)C)N1CC2CCC(C1)N2C2=NC(=CC=C2)C(F)(F)F